ClCC(=O)N1C2=C(OC[C@@H]1C)N=C(C(=C2)CC2=CC=C(C=C2)F)C(=O)NC2CC2 (S)-1-(2-chloroacetyl)-N-cyclopropyl-7-(4-fluorobenzyl)-2-methyl-2,3-dihydro-1H-pyrido[2,3-b][1,4]oxazine-6-carboxamide